bromo-2-(((tert-butyldimethylsilyl)oxy)methyl)pyridine BrC=1C(=NC=CC1)CO[Si](C)(C)C(C)(C)C